(R)-N-(1-(3-(difluoromethyl)-2-fluorophenyl)ethyl)-8-methyl-3-(7-oxa-2-azaspiro[3.5]nonane-2-yl)pyrido[2,3-d]pyridazin-5-amine FC(C=1C(=C(C=CC1)[C@@H](C)NC1=C2C(=C(N=N1)C)N=CC(=C2)N2CC1(C2)CCOCC1)F)F